(2,6-dichlorophenyl) aminophenylethyl-4-bromobutyrate NC(C(=O)OC1=C(C=CC=C1Cl)Cl)(CCBr)CCC1=CC=CC=C1